BrC=1N=C2N(C(C(=CN2)C(=O)OCC)=O)C1 ethyl 2-bromo-5-oxo-5,8-dihydroimidazo[1,2-a]pyrimidine-6-carboxylate